O1C=C(C2=C1C=CC=C2)CCNCC(=O)O 2-{[2-(benzofuran-3-yl)ethyl]amino}acetic acid